(S)-N-[1-(6,7-difluoro-1-methoxy-4-isoquinolinyl)ethyl]-2-methyl-propane-2-sulfinamide FC=1C=C2C(=CN=C(C2=CC1F)OC)C(C)N[S@@](=O)C(C)(C)C